CC=1C=C2C(=C3CC=CCC3=C(C2=CC1)OC(C=C)=O)OC(C=C)=O 6-methyl-9,10-diacryloyloxy-1,4-dihydroanthracene